1-(4-(6-(4-(methylsulfonyl)piperidine-1-carbonyl)thieno[3,2-b]pyridin-7-yl)phenyl)cyclopropanecarbonitrile CS(=O)(=O)C1CCN(CC1)C(=O)C=1C(=C2C(=NC1)C=CS2)C2=CC=C(C=C2)C2(CC2)C#N